4-(1-(4-(9H-carbazole-9-yl)phenyl)-1H-imidazo[4,5-f][1,10]phenanthroline-2-yl)benzoic acid C1=CC=CC=2C3=CC=CC=C3N(C12)C1=CC=C(C=C1)N1C(=NC2=C3C=CC=NC3=C3N=CC=CC3=C21)C2=CC=C(C(=O)O)C=C2